BrC=1C2=C(N(C(CC1C=O)=O)CC1=CC(=C(C=C1)C)F)C=C(C=C2)C(F)(F)F 5-bromo-1-(3-fluoro-4-methylbenzyl)-2-oxo-8-(trifluoromethyl)-2,3-dihydro-1H-benzo[b]azepine-4-Formaldehyde